NC1CN(CCCC1)C1=NN(C(C2=CC=CC=C12)=O)C1CCCC1 4-(3-aminoazepan-1-yl)-2-cyclopentylphthalazin-1(2H)-one